5-[4-chloro-2-(1,2,3,6-tetrahydropyridin-4-yl)-1,3-benzothiazol-6-yl]-2-methyl-2H-indazole-7-carbonitrile hydrochloride Cl.ClC1=CC(=CC2=C1N=C(S2)C=2CCNCC2)C2=CC1=CN(N=C1C(=C2)C#N)C